C(#N)C=1C=CC=2C3=C(NC2C1)C(=C(C=N3)C(=O)NCC3=CC(=NO3)C)NC(C)C 7-cyano-4-(isopropylamino)-N-((3-methylisoxazol-5-yl)methyl)-5H-pyrido[3,2-b]indole-3-carboxamide